Cl.COC1=C2C(NC(=NC2=CC(=C1)OC)C1=CC(=C(OCCOC(CN)=O)C(=C1)C)C)=O glycine 2-[4-(5,7-dimethoxy-4-oxo-3,4-dihydro-quinazolin-2-yl)-2,6-dimethyl-phenoxy]Ethyl ester hydrochloride